CN([C@@H](C(C)C)C(=O)O)C(=O)N1C[C@H](N(CC1)C(=O)C1[N@](C1)C(C1=CC=CC=C1)(C1=CC=CC=C1)C1=CC=CC=C1)C N-methyl-N-((R)-3-methyl-4-((S)-1-tritylaziridine-2-carbonyl)piperazine-1-carbonyl)-L-valine